ClC=1C=C(C=CC1)N1C(N([C@@H]([C@@H]1C)C#N)C1=CN=CC2=CC=CC=C12)=O (4S,5S)-1-(3-chlorophenyl)-3-(isoquinolin-4-yl)-5-methyl-2-oxoimidazoline-4-carbonitrile